N1(CCCC1)CC1=CC(=NC=C1)NC=1SC2=C(N1)C=CC(=C2)C2=CC(=NC=C2)C(F)(F)F N-(4-(pyrrolidin-1-ylmethyl)pyridin-2-yl)-6-(2-(trifluoromethyl)pyridin-4-yl)benzo[d]thiazol-2-amine